tert-butyl 5-(((tert-butyldiphenylsilyl) oxy) methyl)-1,2-thiazine-2-carboxylate 1,1-dioxide [Si](C1=CC=CC=C1)(C1=CC=CC=C1)(C(C)(C)C)OCC=1C=CN(S(C1)(=O)=O)C(=O)OC(C)(C)C